FC1=C(C=CC=C1)C(C)(C)NC(C[C@H]1NCCC1)=O (S)-N-(2-(2-fluorophenyl)propan-2-yl)-2-(pyrrolidin-2-yl)acetamide